5-(2-chlorophenyl)thiophen-2-amine ClC1=C(C=CC=C1)C1=CC=C(S1)N